phenylimidazolylamide C1(=CC=CC=C1)[N-]C=1NC=CN1